4,7-bis(5-bromothien-2-yl)benzo[c][1,2,5]Thiadiazole BrC1=CC=C(S1)C1=CC=C(C2=NSN=C21)C=2SC(=CC2)Br